O[C@@H]1C[C@@H](CCCC1)NC1=NC(=NC=C1C(=O)N)NC1CCC(CC1)O 4-((1R,3S)-3-hydroxycycloheptylamino)-2-((1r,4R)-4-hydroxycyclohexylamino)pyrimidine-5-carboxamide